C(C)(C)(C)OC(=O)N[C@@H](CCSCCC(C(F)(F)F)(O)C1=CC=C(C=C1)C1=C(C=C(C=C1)Cl)Cl)C(=O)OC(C)(C)C tert-butyl N-(tert-butoxycarbonyl)-S-(3-(2',4'-dichloro-[1,1'-biphenyl]-4-yl)-4,4,4-trifluoro-3-hydroxybutyl)-L-homocysteinate